N=1N=C(NC1)C1CN(CC1)C(=O)N1CC2(C1)CCC(CC2)OC2=NC(=NC=C2)C(F)(F)F [3-(4H-1,2,4-Triazol-3-yl)pyrrolidin-1-yl]-[7-[2-(trifluoromethyl)pyrimidin-4-yl]oxy-2-azaspiro[3.5]nonan-2-yl]methanone